(7-(3-(tert-butyl)isoxazol-5-yl)-2-azaspiro[3.5]non-2-yl)((1s,3s)-3-hydroxy-3-methylcyclobutyl)methanone C(C)(C)(C)C1=NOC(=C1)C1CCC2(CN(C2)C(=O)C2CC(C2)(C)O)CC1